C(CCCCCCCCCCCCCCCCC)(=O)[O-].C(CCCCCCCCCCCCCCCCC)(=O)[O-].[Na+].[Na+] sodium dioctadecanoate